tert-butyl 2-[4-[4-[(2,6-dioxo-3-piperidyl)amino]-2-fluoro-phenyl]azepan-1-yl]acetate O=C1NC(CCC1NC1=CC(=C(C=C1)C1CCN(CCC1)CC(=O)OC(C)(C)C)F)=O